3-methyl-2-buten-1-yl-tin tri(n-propoxide) [O-]CCC.[O-]CCC.[O-]CCC.CC(=CC[Sn+3])C